C1=NC=C(C2=CC=CC=C12)N1C(NC2=C(C1=O)SC(=C2)C2=C(C#N)C=CC(=C2)OC)=O 2-(3-(Isoquinolin-4-yl)-2,4-dioxo-1,2,3,4-tetrahydrothieno[3,2-d]pyrimidin-6-yl)-4-methoxybenzonitrile